C1(CC1)C=1C=C(C(=NC1)C)B(O)O (5-cyclopropyl-2-methylpyridin-3-yl)boronic acid